C1=C(C(=CC=2OC3=C(C21)C=CC=C3)C(=O)O)C(=O)O dibenzofuran-2,3-dicarboxylic acid